2-[2-[[6-[3-(2-aminoethyl)azetidin-1-yl]-1,3-benzothiazol-2-yl]methylcarbamoyl]indan-2-yl]acetic acid NCCC1CN(C1)C1=CC2=C(N=C(S2)CNC(=O)C2(CC3=CC=CC=C3C2)CC(=O)O)C=C1